tert-butyl 4-(3-(1,3-dioxoisoindolin-2-yl)azetidin-1-yl)piperidine-1-carboxylate O=C1N(C(C2=CC=CC=C12)=O)C1CN(C1)C1CCN(CC1)C(=O)OC(C)(C)C